6-fluorobenzo[d][1,3]dioxazole-4-carboxylic acid tert-butyl ester C(C)(C)(C)OC(=O)C1=CC(=CC=2ONOC21)F